(4-cyclopropyl-1-ethyl-1H-imidazol-5-yl)methanol C1(CC1)C=1N=CN(C1CO)CC